FC1=CC=C(C=C1)C=1C(=C(C(=NC1C)C)C(=O)NC1=CC=C(C=C1)OC1=CC=NC2=CC(=CN=C12)OC)O 5-(4-fluorophenyl)-4-hydroxy-N-[4-[(7-methoxy-1,5-naphthyridin-4-yl)oxy]phenyl]-2,6-dimethylpyridine-3-carboxamide